CO[C@H]1CN(CC1)C1=CC=2C3=NN(C=4C=CC(O[C@@H](CCNC(OCC(=N1)N2)=O)C)=CC34)C3OCCCC3 (13R)-4-[(3R)-3-methoxypyrrolidin-1-yl]-13-methyl-19-(oxan-2-yl)-8,14-dioxa-5,10,19,20,23-pentaazatetracyclo[13.5.2.12,6.018,21]tricosa-1(20),2(23),3,5,15(22),16,18(21)-heptaen-9-one